C(C=C)C1C(C(C(N(C1)C(=O)OC(C)(C)C)=O)C(=S)NC1=C(C(=CC=C1)F)OC)=O tert-butyl 5-allyl-3-{[(3-fluoro-2-methoxyphenyl)amino] carbonothioyl}-2,4-dioxopiperidine-1-carboxylate